[Gd+3].C[SiH](C)[N-][SiH](C)C.C[SiH](C)[N-][SiH](C)C.C[SiH](C)[N-][SiH](C)C bis(dimethylsilyl)amide gadolinium